OC1=C(C=CC(=C1)OC1OCCCC1)C(\C=C\C1=CC(=C(C=C1)OC)OC1OCCCC1)=O (E)-1-[2-Hydroxy-4-(oxan-2-yloxy)phenyl]-3-[4-methoxy-3-(oxan-2-yloxy)phenyl]prop-2-en-1-one